BrCC1=CC=C(CN2N=CC(=C2)C(=O)OCC)C=C1 ethyl 1-(4-(bromomethyl) benzyl)-1H-pyrazole-4-carboxylate